4-(5-fluoro-2-nitro-anilino)cyclohexanecarboxylic acid methyl ester COC(=O)C1CCC(CC1)NC1=C(C=CC(=C1)F)[N+](=O)[O-]